5-(2,4,5-trifluoro-3-hydroxyphenyl)isoxazole-3-carboxylic acid FC1=C(C=C(C(=C1O)F)F)C1=CC(=NO1)C(=O)O